ClC1=C(C=CC(=C1)C(F)(F)F)NC(CN1C=2N(C(C=C1CC)=O)N=C(N2)C2=CCOCCC2)=O N-(2-chloro-4-(trifluoromethyl)phenyl)-2-(5-ethyl-7-oxo-2-(2,5,6,7-tetrahydrooxepin-4-yl)-[1,2,4]triazolo[1,5-a]pyrimidin-4(7H)-yl)acetamide